1-amino-2-methoxy-4,5-methylenedioxybenzene NC1=C(C=C2C(=C1)OCO2)OC